COC(=O)C=1C(=CC=2N(C1)C=CN2)OC(C)C 7-isopropoxyimidazo[1,2-a]Pyridine-6-carboxylic acid methyl ester